1,3-di-tert-butyl-11-chloro-7,7-dimethyl-7H-fluoreno[4,3-b]benzofuran C(C)(C)(C)C1=CC(=CC=2C3=C(OC21)C=2C=1C(=CC=CC1C(C2C=C3)(C)C)Cl)C(C)(C)C